tert-butyl (3aS,6S,6aS)-6-((5-chloro-2,4-difluorophenyl)(methyl-d3)carbamoyl)-2,2,3a-trimethyl-4-oxotetrahydro-5H-[1,3]dioxolo[4,5-c]pyrrole-5-carboxylate ClC=1C(=CC(=C(C1)N(C(=O)[C@H]1N(C([C@@]2([C@H]1OC(O2)(C)C)C)=O)C(=O)OC(C)(C)C)C([2H])([2H])[2H])F)F